3,5,6-trichloro-2-hydrazinopyridine ClC=1C(=NC(=C(C1)Cl)Cl)NN